2,5-norbornandimethanol C12C(CC(C(C1)CO)C2)CO